NC1=NC(=C(C(=N1)OC)OCC#N)OC (2-amino-4,6-dimethoxy-pyrimidin-5-yl)oxyacetonitrile